COC=1C=C(C(=O)OC2CCCOC23OCCCC3)C=CC1 1,7-dioxaspiro[5.5]undecane-5-yl 3-methoxybenzoate